isopropyl N-[4-bromo-3-(tert-butylsulfonylamino)phenyl]carbamate BrC1=C(C=C(C=C1)NC(OC(C)C)=O)NS(=O)(=O)C(C)(C)C